(4-chlorophenoxy)-1-propanol ClC1=CC=C(OC(CC)O)C=C1